3-amino-2-chloroisonicotinamide NC1=C(C(=O)N)C=CN=C1Cl